Cl.O1CCN(CC1)C=1N=C(N(N1)C1=NC=CC=N1)[C@H](C)N (1S)-1-(5-morpholino-2-pyrimidin-2-yl-1,2,4-triazol-3-yl)ethylamine-hydrochloride